ClC1=CC=C(C=C1)N1CCN(CC1)CC1=CC=C(COC=2C=C(C=C3C(N(NC23)C2C(NC(CC2)=O)=O)=O)F)C=C1 3-(7-((4-((4-(4-chlorophenyl)piperazin-1-yl)methyl)benzyl)oxy)-5-fluoro-3-oxo-1,3-dihydro-2H-indazol-2-yl)piperidine-2,6-dione